(4-bromophenyl)acrylate BrC1=CC=C(C=C1)OC(C=C)=O